OC=1C=C2CC[C@@H](CC2=CC1)C1CCOCC1 (1R,2S)-6-hydroxy-2-(tetrahydro-2H-pyran-4-yl)-1,2,3,4-tetrahydronaphthalen